ethyl 1-{2-{[{tert-butoxy}carbonyl](methyl)amino}ethyl}-1H-pyrazole-4-carboxylate C(C)(C)(C)OC(=O)N(CCN1N=CC(=C1)C(=O)OCC)C